1-(4,4-Difluorocyclohexyl)-3-iodo-1H-pyrazolo[3,4-d]pyrimidin-4-amine FC1(CCC(CC1)N1N=C(C=2C1=NC=NC2N)I)F